1-Benzyl (R)-3-((tert-butoxycarbonyl)amino)-4-(phenylthio)butanoate C(C)(C)(C)OC(=O)N[C@H](CC(=O)OCC1=CC=CC=C1)CSC1=CC=CC=C1